COC(=O)C1(CC(C1)N1N=CC=C1)C1=C(C=NC2=CC(=C(C=C12)Br)F)[N+](=O)[O-] 1-(6-bromo-7-fluoro-3-nitroquinolin-4-yl)-3-(1H-pyrazol-1-yl)cyclobutane-1-carboxylic acid methyl ester